C1N(CC2=CC=CC=C12)C=O isoindolin-2-yl-methanone